2-(2-(1H-tetrazol-5-yl)ethyl)isoindoline-1,3-dione N1N=NN=C1CCN1C(C2=CC=CC=C2C1=O)=O